FC1(CC(C1)OC1=C(C(=CC2=C1C(N1[C@@H](CO2)C[C@H](C1)O)=O)C)F)F (2R,11aR)-6-(3,3-Difluorocyclobutoxy)-7-fluoro-2-hydroxy-8-methyl-2,3,11,11a-tetrahydro-1H,5H-benzo[f]pyrrolo[2,1-c][1,4]oxazepin-5-one